BrC1=C(OCC2OCC(C2)(C)C)C=CC(=C1)Cl 2-[(2-bromo-4-chlorophenoxy)methyl]-4,4-dimethyloxolane